6-(5-{[(1R,3S,5S)-8-azabicyclo[3.2.1]octan-3-yl](cyclopropyl)amino}pyrazin-2-yl)-5-hydroxy-N,N-dimethyl-1-benzofuran-2-carboxamide [C@H]12CC(C[C@H](CC1)N2)N(C=2N=CC(=NC2)C2=CC1=C(C=C(O1)C(=O)N(C)C)C=C2O)C2CC2